OC1(CN(C1)C[C@@H]1[C@@H]([C@@H]2CN(CCCCN12)C(=O)NC1=CC=C(C=C1)OC)C1=CC=C(C=C1)C#CC1=CC=CC=C1)C (8R,9S,10S)-10-[(3-hydroxy-3-methylazetidin-1-yl)methyl]-N-(4-methoxyphenyl)-9-[4-(2-phenylethynyl)phenyl]-1,6-diazabicyclo[6.2.0]decane-6-carboxamide